C1(CC1)C=1N=NN(C1)[C@@H](C(=O)N1[C@@H](C[C@H](C1)O)C(=O)NC(CCC1=CC=NC=C1)CO)C(C)(C)C (2S,4R)-1-[(2R)-2-(4-cyclopropyltriazol-1-yl)-3,3-dimethyl-butanoyl]-4-hydroxy-N-[1-(hydroxymethyl)-3-(4-pyridyl)propyl]pyrrolidine-2-carboxamide